CN(C1=CC=C(CCNC(C2=C(C=C(C=C2)F)C(=O)N2CCC(CC2)OC2=NC=C(C=C2)N(C)C)=O)C=C1)C N-(4-(dimethylamino)phenethyl)-2-(4-((5-(dimethylamino)pyridin-2-yl)oxy)piperidine-1-carbonyl)-4-fluorobenzamide